4-(6-bromopyridine-3-carbonyl)-2,2,3,3,5,5,6,6-octadeutero-piperazine-1-carboxylic acid tert-butyl ester C(C)(C)(C)OC(=O)N1C(C(N(C(C1([2H])[2H])([2H])[2H])C(=O)C=1C=NC(=CC1)Br)([2H])[2H])([2H])[2H]